perfluoro(methyldecahydronaphthalene) C12(C(C(C(C(C1(C(F)(F)F)F)(F)F)(F)F)(F)F)(C(C(C(C2(F)F)(F)F)(F)F)(F)F)F)F